N-[[1-(5-chloro-1,3-benzoxazol-2-yl)-4-piperidyl]methyl]-1-(p-tolylsulfonyl)piperidine-4-carboxamide ClC=1C=CC2=C(N=C(O2)N2CCC(CC2)CNC(=O)C2CCN(CC2)S(=O)(=O)C2=CC=C(C=C2)C)C1